8-(3,5-dichloro-2-fluorO-phenyl)-N-(2,3-dihydro-1,4-benzoxazin-4-yl)-7-fluoro-4-morpholino-quinoline-3-carboxamide ClC=1C(=C(C=C(C1)Cl)C=1C(=CC=C2C(=C(C=NC12)C(=O)NN1CCOC2=C1C=CC=C2)N2CCOCC2)F)F